CNC(=O)C=1SC(=NN1)CCCCC=1SC(=NN1)C(NCC1=NC=CC(=C1)C(F)(F)F)=O N-Methyl-5-(4-(5-(((4-(trifluoromethyl)pyridin-2-yl)methyl)carbamoyl)-1,3,4-thiadiazol-2-yl)butyl)-1,3,4-thiadiazole-2-carboxamide